7,7'-dimethoxy-[1,1'-binaphthyl]-2,2'-diamine COC=1C=CC2=CC=C(C(=C2C1)C=1C(=CC=C2C=CC(=CC12)OC)N)N